NC1=C(C(=O)OC)C=C(C=C1)Cl methyl 2-amino-5-chloro-benzoate